NO R-hydroxylamine